C(=C)[Sn+3] vinyl-tin (IV)